ClC1=NC(=CC=C1N1CCN(CC1)CC=1C=CC=2C3=C(C(NC2C1)=O)COC3)C(NCC)=O 7-((4-(2-chloro-6-(ethylcarbamoyl)pyridin-3-yl)piperazin-1-yl)methyl)-3,5-dihydrofuro[3,4-c]quinolin-4(1H)-one